2-methylbenzoisothiazole-3(2H)-thione CN1SC2=C(C1=S)C=CC=C2